3-(methoxymethyl)-1,2,4-thiadiazol-5-amine COCC1=NSC(=N1)N